Terbium fluorid [F-].[Tb+3].[F-].[F-]